methyl 2-bromo-4-(cyclopropylmethoxy)benzoate BrC1=C(C(=O)OC)C=CC(=C1)OCC1CC1